potassium dihydroxybenzoate OC=1C(=C(C(=O)[O-])C=CC1)O.[K+]